NC1=C(C=CC=C1)NC(C1=CC=C(C=C1)OCCCOC=1C=C(C=C2C(=NC=NC12)C)C=1C=NC(=CC1)OC)=O N-(2-aminophenyl)-4-(3-((6-(6-methoxypyridin-3-yl)-4-methylquinazolin-8-yl)oxy)propoxy)benzamide